2-((3-(2-(diisopropylamino)ethyl)-1H-indol-7-yl)oxy)-6-methyltetrahydro-2H-pyran-3,4,5-triol C(C)(C)N(CCC1=CNC2=C(C=CC=C12)OC1OC(C(C(C1O)O)O)C)C(C)C